(R)-5-(N-(3-(3-cyclopropyl-3-hydroxypropyl)-5-ethylpyridin-2-yl)sulfamoyl)-2-((tetrahydro-2H-pyran-4-yl)methoxy)benzoic acid methyl ester COC(C1=C(C=CC(=C1)S(NC1=NC=C(C=C1CC[C@@H](O)C1CC1)CC)(=O)=O)OCC1CCOCC1)=O